[N-](S(=O)(=O)C(F)(F)F)S(=O)(=O)C(F)(F)F.C[N+](CCC)(C)C trimethylpropylammonium bis(trifluoromethanesulfonyl)imide